phenyl (4-((1r,4r)-4-((2-(2-(dimethylamino)ethoxy) ethyl)carbamoyl)cyclohexyl)phenyl)carbamate CN(CCOCCNC(=O)C1CCC(CC1)C1=CC=C(C=C1)NC(OC1=CC=CC=C1)=O)C